CC=1C(N2C(C(CCC2=CC1)NS(=O)(=O)C1CC1)COC1CCC(CC1)[C@H]1[C@H](C1)C)=O |r| N-{7-methyl-4-[({(1S,4S)-4-[(1RS,2SR)-2-methylcyclopropyl]cyclohexyl}oxy)methyl]-6-oxo-1,3,4,6-tetrahydro-2H-quinolizin-3-yl}cyclopropanesulfonamide